C1(=CC(=CC=C1)/C(/C)=N/O)C (E)-1-(m-tolyl)ethan-1-one oxime